C(C=C)(=O)N[C@@H]1[C@@H](CCC1)NC(=O)C=1SC=2N=CC=C3N(C(NC1C23)=O)C=2C=NC=C(C2)C2=CC=CC=C2 N-((1R,2S)-2-Acrylamidocyclopentyl)-4-oxo-5-(5-phenylpyridin-3-yl)-4,5-dihydro-3H-1-thia-3,5,8-triazaacenaphthylene-2-carboxamide